tert-Butyl (7-chloro-5-(5-(4-fluorobenzoyl)pyridin-2-yl)benzofuran-2-yl)methylcarbamate ClC1=CC(=CC=2C=C(OC21)CNC(OC(C)(C)C)=O)C2=NC=C(C=C2)C(C2=CC=C(C=C2)F)=O